CN(C)C1=NC(=C2N=CN(C2=N1)C1OCCCC1)NCC1=CC=CO1 (Dimethylamino)-6-furfurylamino-9-(tetrahydro-2H-pyran-2-yl)-9H-purine